NC(C(=O)NCCN(CC(N1CCCC1)=O)C)(C)C 2-amino-2-methyl-N-(2-(methyl-(2-oxo-2-(pyrrolidin-1-yl)ethyl)amino)ethyl)propionamide